NC=1C=C(C=C(C1)N)C(C)(C)C1=CC(=CC=C1)N 2-(3,5-diaminophenyl)-2-(3-aminophenyl)propane